ClC=1C=CC2=C(CC(CC(N2)=S)OC)C1 7-chloro-4-methoxy-1,3,4,5-tetrahydro-2H-1-benzazepin-2-thione